2-(3-Bromopyridin-4-yl)acetonitrile BrC=1C=NC=CC1CC#N